O[C@]1(C[C@H]2CC[C@H]3[C@@H]4C[C@@H]5[C@H]([C@@H]([C@]4(CC[C@@H]3[C@H]2CC1)C)[C@@H](CN1N=CC(=C1)C#N)C)C5)C 1-((S)-2-((2R,4aS,4bR,6aS,7R,7aR,8aR,9aS,9bR,11aR)-2-hydroxy-2,6a-dimethyloctadecahydro-1H-cyclopropa[b]chrysen-7-yl)propyl)-1H-pyrazole-4-carbonitrile